ClC1=C(C=CC=C1)C=1C(=NN2C1CC(CC2)(F)F)C(=O)N2[C@@H](C(C1(CN(C1)C(C=C)=O)CC2)(F)F)C (R)-1-(7-(3-(2-chlorophenyl)-5,5-difluoro-4,5,6,7-tetrahydropyrazolo[1,5-a]pyridine-2-carbonyl)-5,5-difluoro-6-methyl-2,7-diazaspiro[3.5]nonan-2-yl)prop-2-en-1-one